(R)-2-[((1R,2s,5R)-2-isopropyl-5-methyl-cyclohexanoyl)-amino]-propionic acid ethyl ester C(C)OC([C@@H](C)NC(=O)[C@H]1[C@@H](CC[C@H](C1)C)C(C)C)=O